FC(CN1N=CC=2C1=NC(=CN2)N2C[C@@H]([C@@H](CC2)OC)COC=2C(=NC=CC2)C(F)(F)F)F 1-(2,2-Difluoroethyl)-6-((3R,4R)-4-methoxy-3-(((2-(trifluoromethyl)pyridin-3-yl)oxy)methyl)piperidin-1-yl)-1H-pyrazolo[3,4-b]pyrazine